methionine zinc [Zn].N[C@@H](CCSC)C(=O)O